C(C)N1C(NC2=CC(=CC=C2C1=S)CN1CCN(CC1)C=1C(=NC(=CC1)N1N=CC=C1)F)=O 3-ethyl-7-((4-(2-fluoro-6-(1H-pyrazol-1-yl)pyridin-3-yl)piperazin-1-yl)methyl)-4-thioxo-3,4-dihydroquinazolin-2(1H)-one